N-(2-([1,4'-Bipiperidin]-1'-yl)-5-(7'-fluoro-3-methoxy-3'-methyl-2'-oxo-2',3'-dihydrospiro[cyclobutane-1,1'-pyrrolo[2,3-c]quinolin]-8'-yl)pyridin-3-yl)methanesulfonamide N1(CCCCC1)C1CCN(CC1)C1=NC=C(C=C1NS(=O)(=O)C)C1=CC=2C3=C(C=NC2C=C1F)N(C(C31CC(C1)OC)=O)C